3-(5-((4-((adamantan-2-yloxy)methyl)benzyl)amino)-2-methyl-4-oxoquinazolin-3(4H)-yl)piperidine-2,6-dione C12C(C3CC(CC(C1)C3)C2)OCC2=CC=C(CNC3=C1C(N(C(=NC1=CC=C3)C)C3C(NC(CC3)=O)=O)=O)C=C2